monopyroglutamic acid monooleate C(CCCCCCC\C=C/CCCCCCCC)(=O)O.N1[C@@H](CCC1=O)C(=O)O